2,2'-bis(di-p-tolyl-phosphino)-1,1'-binaphthyl C1(=CC=C(C=C1)P(C1=C(C2=CC=CC=C2C=C1)C1=C(C=CC2=CC=CC=C12)P(C1=CC=C(C=C1)C)C1=CC=C(C=C1)C)C1=CC=C(C=C1)C)C